CSC=1N=C(C=2N=CN([C@]3([C@H](O)[C@H](O)[C@@H](CO)O3)C(N)=O)C2N1)NC([C@@H](N)[C@H](O)C)=O 2-Methylthio-N6-threonyl-carbamoyl-adenosine